3-(5-(trifluoromethyl)pyridin-2-yl)oxetan-3-yl 2-(diethoxyphosphoryl)acetate C(C)OP(=O)(OCC)CC(=O)OC1(COC1)C1=NC=C(C=C1)C(F)(F)F